FC1=C(C=CC=2COB(C21)O)N 7-fluoro-1-hydroxy-3H-2,1-benzoxaborole-6-amine